N,N'-dioleyladipamide C(CCCCCCC\C=C/CCCCCCCC)NC(CCCCC(=O)NCCCCCCCC\C=C/CCCCCCCC)=O